FC(C1=CC=2C[C@@H]3OC4(CN[C@@H]3C2C=C1)CC4)(F)F (4a'R,9a'S)-7'-(trifluoromethyl)-4',4a',9',9a'-tetrahydro-3'H-spiro[cyclopropane-1,2'-indeno[2,1-b][1,4]oxazine]